C(C)OC(=O)C1=CC(=NN1C(C)C)S(NC(NC1=C2CCCC2=CC=2CCCC12)=O)(=O)=O ethyl-3-(N-((1,2,3,5,6,7-hexahydro-s-indacen-4-yl)carbamoyl)sulfamoyl)-1-isopropyl-1H-pyrazol-5-carboxylate